FC=1C=C(C=NC1)C=1C(=C(C=CC1)C#N)N1CCC(CC1)C=1C=NC=CC1 3-(5-Fluoropyridin-3-yl)-2-[4-(pyridin-3-yl)hexahydropyridin-1-yl]benzene-1-carbonitrile